methyl 2-(2-cyclopropyl-6-(2-fluoro-pyridin-4-yl)phenyl)acetate C1(CC1)C1=C(C(=CC=C1)C1=CC(=NC=C1)F)CC(=O)OC